1-acetyl-5-[(4-chloro-6-methoxy-1,3,5-triazin-2-yl) oxy]-1H-indol-3-yl 2,3,4,6-tetra-O-acetyl-β-D-glucopyranoside C(C)(=O)O[C@H]1[C@H](OC2=CN(C3=CC=C(C=C23)OC2=NC(=NC(=N2)Cl)OC)C(C)=O)O[C@@H]([C@H]([C@@H]1OC(C)=O)OC(C)=O)COC(C)=O